N-(2-(diethylamino)ethyl)-4-(1-isobutyloctahydropyrido[4,3-e][1,4]oxazepin-7(5H)-yl)-3-((4-methoxyphenyl)sulfonyl)quinoline-6-carboxamide C(C)N(CCNC(=O)C=1C=C2C(=C(C=NC2=CC1)S(=O)(=O)C1=CC=C(C=C1)OC)N1CC2C(N(CCOC2)CC(C)C)CC1)CC